C(OC1=C(C(=C(C=C1)Cl)Cl)Cl)(OC1=C(C(=C(C=C1)Cl)Cl)Cl)=O di(trichlorophenyl) carbonate